FC1(COC2=C1C=CC=C2[C@@H](C)NC2=NN(C(C=1C2=CN(C(C1)=O)C1CCOCC1)=O)C)F (R)-4-((1-(3,3-difluoro-2,3-dihydrobenzofuran-7-yl)ethyl)amino)-2-methyl-6-(tetrahydro-2H-pyran-4-yl)-2,6-dihydropyrido[3,4-d]pyridazin-1,7-dione